CC(=C)C(=O)OO hydroxymethacrylate